COC(=O)C1(CC(C1)C)C1=CC(=CC=C1)Br 1-(3-bromophenyl)-3-methyl-cyclobutanecarboxylic acid methyl ester